N-[4-(9H-carbazol-9-yl)phenyl][1,1'-biphenyl]-4-amine C1=CC=CC=2C3=CC=CC=C3N(C12)C1=CC=C(C=C1)NC1=CC=C(C=C1)C1=CC=CC=C1